Methyl 3-(bromomethyl)-2-[(diphenylmethylene)amino]pyridine-4-carboxylate BrCC=1C(=NC=CC1C(=O)OC)N=C(C1=CC=CC=C1)C1=CC=CC=C1